7-fluoro-2-((6-(pyrimidin-5-yl)-3,4-dihydroisoquinolin-2(1H)-yl)methyl)imidazo[1,2-c]quinazolin-5-amine FC1=CC=CC=2C=3N(C(=NC12)N)C=C(N3)CN3CC1=CC=C(C=C1CC3)C=3C=NC=NC3